ClC1=CC(=C(C=C1)N1CCCC2=C(C=CC=C12)CC1=C(C(=NC=C1)N)F)F 4-[[1-(4-chloro-2-fluoro-phenyl)-3,4-dihydro-2H-quinolin-5-yl]methyl]-3-fluoro-pyridin-2-amine